1-(1-(azetidin-1-yl)-2-methylpropan-2-yl)-N,N-bis(4-methoxybenzyl)-1H-pyrazole-3-sulfonamide N1(CCC1)CC(C)(C)N1N=C(C=C1)S(=O)(=O)N(CC1=CC=C(C=C1)OC)CC1=CC=C(C=C1)OC